C1(=CC(=CC(=C1)C(=O)OC1CCCCC1)C(=O)OC1CCCCC1)C(=O)OC1CCCCC1 tricyclohexyl 1,3,5-benzenetricarboxylate